trans-rac-2,2-Dichloro-N-(4-chloro-3-(2,2,3,3-tetrafluoropropanamido)phenyl)-3-(3,5-dichlorophenyl)cyclopropane-1-carboxamide ClC1([C@H]([C@@H]1C1=CC(=CC(=C1)Cl)Cl)C(=O)NC1=CC(=C(C=C1)Cl)NC(C(C(F)F)(F)F)=O)Cl |r|